C1=CC=C(C=C1)COC(=O)NCCO benzyl N-(2-hydroxyethyl)carbamate